BrC=1C(=NC(=NC1)C(F)(F)F)N 5-bromo-2-(trifluoromethyl)pyrimidin-4-amine